O=C1NC(CCC1NC=1C=C(C=CC1)C1CCN(CC1)CC1CN(C1)C(=O)C1=CC=C(N=N1)N1CCC2(C[C@@H](N(C2)C2=CC=CC=C2C#N)C)CC1)=O (3S)-8-(6-(3-((4-(3-((2,6-dioxopiperidin-3-yl)amino)phenyl)piperidin-1-yl)methyl)azetidine-1-carbonyl)pyridazin-3-yl)-3-methyl-2,8-diazaspiro[4.5]decan-2-benzonitrile